N-[(1R,3S)-3-{[6-chloro-2-(trifluoromethyl)quinolin-4-yl]amino}cyclohexyl]-4-cyanobenzamide ClC=1C=C2C(=CC(=NC2=CC1)C(F)(F)F)N[C@@H]1C[C@@H](CCC1)NC(C1=CC=C(C=C1)C#N)=O